5-(((1S,4S)-5-Benzhydryl-2,5-diazabicyclo[2.2.1]heptan-2-yl)methyl)-2-(2,4-dioxotetrahydropyrimidin-1(2H)-yl)isoindoline-1,3-dione C(C1=CC=CC=C1)(C1=CC=CC=C1)N1[C@@H]2CN([C@H](C1)C2)CC=2C=C1C(N(C(C1=CC2)=O)N2C(NC(CC2)=O)=O)=O